pyrrolo[3,2-e]indole-6-carboxylic acid methyl ester COC(=O)N1CC=C2C=3C(=CC=C12)N=CC3